2-amino-6-bromo-3-fluoro-N-((1s,2r)-2-phenylcyclobutyl)benzamide NC1=C(C(=O)N[C@@H]2[C@H](CC2)C2=CC=CC=C2)C(=CC=C1F)Br